N,2-Dimethyl-5-(4-methylpiperazin-1-yl)-N-[(1R)-1-(1-naphthyl)ethyl]benzamide CN(C(C1=C(C=CC(=C1)N1CCN(CC1)C)C)=O)[C@H](C)C1=CC=CC2=CC=CC=C12